(2E,5Z,7E)-9-hydroxy-7-methylnona-2,5,7-trien-1-yl acetate C(C)(=O)OC\C=C\C\C=C/C(=C/CO)/C